OCCNC(=O)C1=CN=C2N1C=C(C=C2)N2C(=NC1=C2CCC1)C1=NC(=CC=C1)C N-(2-hydroxyethyl)-6-(2-(6-methylpyridin-2-yl)-5,6-dihydrocyclopenta[d]imidazol-1(4H)-yl)imidazo[1,2-a]pyridine-3-carboxamide